P([O-])([O-])[O-].C(CC)[Al+3]CCC dipropyl-aluminum phosphite